3-amino-acetone NCC(C)=O